O1N=C(C2=C1C=CC=C2)CCN 2-(1,2-Benzoxazol-3-yl)ethan-1-amine